C(C)(C)(C)OC(=O)N1C(C[C@H](C1)CCCN)(C)C.NCC(=O)NCC(F)(F)F 2-amino-N-(2',2',2'-trifluoroethyl)acetamide tert-butyl-(4R)-4-(3-aminopropyl)-2,2-dimethyl-pyrrolidine-1-carboxylate